4-(5-{[2-(pyrrolidin-1-yl)ethyl]amino}-[1,2,4]triazolo[1,5-a]pyrimidin-7-yl)benzonitrile N1(CCCC1)CCNC1=NC=2N(C(=C1)C1=CC=C(C#N)C=C1)N=CN2